The molecule is a 6-acetamido-3-aminohexanoic acid in which the chiral centre at position 3 has S-configuration. It has a role as a bacterial metabolite. It is a tautomer of a (S)-6-acetamido-3-aminohexanoic acid zwitterion. CC(=O)NCCC[C@@H](CC(=O)O)N